4-fluoro-N,N-bis[(4-methoxyphenyl)methyl]-3-nitro-benzenesulfonamide FC1=C(C=C(C=C1)S(=O)(=O)N(CC1=CC=C(C=C1)OC)CC1=CC=C(C=C1)OC)[N+](=O)[O-]